FC1=CC=C(C(=O)O)C=C1.CC(C)=NO acetoxime p-fluorobenzoate